tert-butyl 4-[2-[6-[2-cyano-3-(cyclopentylsulfonylamino)-6-fluoro-phenoxy]-4-oxo-quinazolin-3-yl]ethyl]piperidine-1-carboxylate C(#N)C1=C(OC=2C=C3C(N(C=NC3=CC2)CCC2CCN(CC2)C(=O)OC(C)(C)C)=O)C(=CC=C1NS(=O)(=O)C1CCCC1)F